ClCN1SCC(C1)=O 2-Chloromethylisothiazolinon